4-amino-3-((3,5-Dimethoxyphenyl)ethynyl)-N,N-dimethyl-1H-pyrazolo[4,3-c]pyridine-7-carboxamide NC1=NC=C(C2=C1C(=NN2)C#CC2=CC(=CC(=C2)OC)OC)C(=O)N(C)C